OB(CCCCC1(NCC2N(CCC21)C(=O)OC(C)(C)C)C(=O)O)O 4-(4-dihydroxyboryl-butyl)-1-(tert-butoxycarbonyl)octahydropyrrolo[3,4-b]pyrrole-4-carboxylic acid